N'-phenyl-p-phenylenediamine C1(=CC=CC=C1)NC1=CC=C(C=C1)N